ClC=1N=C(NC1[C@H]1[C@H](CN(CC1)S(=O)(=O)C1CN(CC1)C(=O)N)C)C1=NC=C(C=C1)F 3-[[(3R,4R)-4-[4-Chloro-2-(5-fluoro-2-pyridyl)-1H-imidazol-5-yl]-3-methyl-1-piperidyl]sulfonyl]pyrrolidine-1-carboxamide